2-Methyl-5-[2-[[1-(1-methylimidazol-4-yl)sulfonylpiperidin-4-yl]amino]-5-(trifluoromethyl)pyrimidin-4-yl]thiophene-3-carbonitrile CC=1SC(=CC1C#N)C1=NC(=NC=C1C(F)(F)F)NC1CCN(CC1)S(=O)(=O)C=1N=CN(C1)C